4-bromo-2,6-dichloro-N,N-dimethylbenzamide BrC1=CC(=C(C(=O)N(C)C)C(=C1)Cl)Cl